FC(C1=NC(C2=C(N1)N(N=N2)CC2=C(C=CC=C2)C=C)=O)(C2=CC=CC=C2)F 5-(difluoro(phenyl)methyl)-3-(2-vinylbenzyl)-3H-[1,2,3]triazolo[4,5-d]pyrimidin-7(4H)-one